tert-Butyl 2-(3-acetyl-5-(2-(methylsulfonyl)pyrimidin-5-yl)-1H-iodazol-1-yl)acetate C(C)(=O)C1=NI(C(=C1)C=1C=NC(=NC1)S(=O)(=O)C)CC(=O)OC(C)(C)C